C1(=CC=CC=C1)C1(CCN(CC1)C=1C=C(N=NC1)C1=C(C=CC=C1)O)C(=O)N1CCNC(CC1)C(F)(F)F 2-(5-{4-phenyl-4-[5-(trifluoromethyl)-1,4-diazepane-1-carbonyl]piperidin-1-yl}pyridazin-3-yl)phenol